4-Methoxy-5-[2-(2-{[(4-methyl-decahydroquinolin-1-yl)sulfonyl]amino}phenyl)ethynyl]pyridin COC1=CC=NC=C1C#CC1=C(C=CC=C1)NS(=O)(=O)N1CCC(C2CCCCC12)C